ethyl (E)-2-((benzyloxy)imino)-2-(2-chloro-3,4-dimethoxyphenyl)acetate C(C1=CC=CC=C1)O\N=C(\C(=O)OCC)/C1=C(C(=C(C=C1)OC)OC)Cl